C(=O)C1=CC=C2CCCN(C2=N1)C(=O)NC1=NC=C(C(=C1)OC(C)C)C#CC1=CC=CC=C1 7-Formyl-N-(4-isopropoxy-5-(phenylethynyl)pyridin-2-yl)-3,4-dihydro-1,8-naphthyridine-1(2H)-carboxamide